OC[C@H](C(=O)O)C (2R)-3-hydroxy-2-methyl-propionic acid